NC1=NC=NC=2N(C=3C=CC=C(C3C21)C(=O)O)CC(=O)N2[C@@H]1C[C@@]1(C[C@H]2C(NC2=NC(=CC=C2)Br)=O)C 4-amino-9-(2-((1R,3S,5R)-3-((6-bromopyridin-2-yl)carbamoyl)-5-methyl-2-azabicyclo[3.1.0]hexan-2-yl)-2-oxoethyl)-9H-pyrimido[4,5-b]indole-5-carboxylic acid